ClC1=C(C=CC(=C1)NC1=NC=CC(=N1)NC1=NC(=NC=C1)C1=NC(=CC=C1)C)NC(=O)C1CCNCC1 N-[2-chloro-4-[[4-[[2-(6-methyl-2-pyridyl)pyrimidin-4-yl]amino]pyrimidin-2-yl]amino]phenyl]piperidine-4-carboxamide